C(C)(C)(C)C1=C(C(=CC(=C1)C)C(C)(C)C)O (l)-2,6-di-tert-butyl-4-methylphenol